O1COC2=C1C=CC(=C2)C2=NC=CC(=N2)NCC2=CC(=CC(=C2)Cl)Cl (benzo[d][1,3]dioxol-5-yl)-N-(3,5-dichlorobenzyl)pyrimidin-4-amine